C(CCCCCCC)OC1=CC=C(C=C1)N=NC12C(C=C(C=C1)OCCCCCCCC)O2 4,4'-di-n-octyloxyazobenzene oxide